Cetylhydroxyproline C(CCCCCCCCCCCCCCC)N1[C@@H](C[C@@H](O)C1)C(=O)O